N[C@@H]([C@@H](CO)O)[C@@H](\C=C\CCCCCCCCCCCC)N |&1:6| (2S,3R,4RS,E)-3,4-Diaminooctadec-5-en-1,2-diol